Cl.F[C@@H]1CNCC1 (S)-3-fluoropyrrolidine HCl